Benzyl (S)-1-(2-((tert-butoxycarbonyl) amino)-6-methylphenyl)-1H-indole-2-carboxylate C(C)(C)(C)OC(=O)NC1=C(C(=CC=C1)C)N1C(=CC2=CC=CC=C12)C(=O)OCC1=CC=CC=C1